C[C@@H]1O[C@@H](CN(C1)C1=NC(=C2C(=N1)N(N=C2)C2=CC=CC=C2)NC(=O)C=2SC(=CC2)[N+](=O)[O-])C N-(6-((2S,6R)-2,6-dimethylmorpholino)-1-phenyl-1H-pyrazolo[3,4-d]pyrimidin-4-yl)-5-nitrothiophene-2-carboxamide